1,3-benzenedicarboxamide C1(=CC(=CC=C1)C(=O)N)C(=O)N